C(C1=CC=CC=C1)OC(=O)N1CCC(CC1)(C(=O)O)OC 1-(benzyloxycarbonyl)-4-methoxypiperidine-4-carboxylic acid